2-amino-5-(trifluoromethyl)benzoic acid NC1=C(C(=O)O)C=C(C=C1)C(F)(F)F